BrC1=CN(C2=CN=C(C(=C21)F)Cl)C(=O)OC(C)(C)C tert-butyl 3-bromo-5-chloro-4-fluoro-pyrrolo[2,3-c]pyridine-1-carboxylate